FC(C(C(C(C(C(C(C(F)(F)F)(F)F)(F)F)(F)F)(F)F)(F)F)(F)F)(CC)F heptadecafluoro-decane